NCC(CN1N=CN(C1=O)CC1=C(C=CC=C1)C1=CC=C(C=C1)S(=O)(=O)C)=C(F)F 2-[2-(aminomethyl)-3,3-difluoro-allyl]-4-[[2-(4-methylsulfonylphenyl)phenyl]methyl]-1,2,4-triazol-3-one